C(C)(C)(C)OC(=O)N1CC2(CC(CO2)(C2=CC=C(C=C2)C(F)(F)F)O)CC1.ClC1=CC(=C(C=C1)NC(C1=C(C=C(C=C1)SC)F)=O)O N-(4-chloro-2-hydroxyphenyl)-2-fluoro-4-(methylthio)benzamide tert-butyl-3-hydroxy-3-(4-(trifluoromethyl)phenyl)-1-oxa-7-azaspiro[4.4]nonane-7-carboxylate